4-((2,4-dioxo-3-(2-(trifluoromethyl)phenyl)-3,4-dihydroquinazolin-1(2H)-yl)methyl)-N-hydroxybenzoamide O=C1N(C2=CC=CC=C2C(N1C1=C(C=CC=C1)C(F)(F)F)=O)CC1=CC=C(C(=O)NO)C=C1